ClC1=C(C(Cl)(Cl)Cl)C=C(C=C1)Cl 2,5-dichloro-trichlorotoluene